7-(8-bromonaphthalen-1-yl)-2-((hexahydro-1H-pyrrolizin-7a-yl)methoxy)-4-methoxy-5,6,7,8-tetrahydropyrido[3,4-d]pyrimidine BrC=1C=CC=C2C=CC=C(C12)N1CC=2N=C(N=C(C2CC1)OC)OCC12CCCN2CCC1